O.O.O.O.Cl.Cl Dihydrochloride Tetrahydrate